(6-isocyanatohexa-1-yl)-1,3,5-triazine-2,4,6(1H,3H,5H)-trione N(=C=O)CCCCCCN1C(NC(NC1=O)=O)=O